ClC1=C(C=CC=C1)[C@H]1[C@@](C[C@H](N1C(=O)C1=CC=C(C=C1)C1=C(C=CC=C1)OC)C(=O)O)(C)C#N (2S,4S,5R)-5-(2-chlorophenyl)-4-cyano-1-(2'-methoxy-[1,1'-biphenyl]-4-carbonyl)-4-methylpyrrolidine-2-carboxylic acid